OC=1C=C(C=CC1[N+](=O)[O-])C=1SC(=C(N1)CO)C(F)(F)F [2-(3-hydroxy-4-nitrophenyl)-5-(trifluoromethyl)-1,3-thiazol-4-yl]-methanol